ClC1=C(C=2S(NC=3C(=CC(=C(OC=4C=CC=C(COC(C(=C1)C2)=O)C4)C3)F)F)(=O)=O)O 12-chloro-4,6-difluoro-11-hydroxy-9,9-dioxo-2,16-dioxa-9λ6-thia-8-azatetracyclo[16.3.1.13,7.110,14]tetracosa-1(22),3,5,7(24),10(23),11,13,18,20-nonaen-15-one